2-(3-bromophenoxy)-9-(4-(tert-butyl)pyridin-2-yl-3,5,6-d3)-6-(phenyl-d5)-9H-carbazole BrC=1C=C(OC2=CC=3N(C4=CC=C(C=C4C3C=C2)C2=C(C(=C(C(=C2[2H])[2H])[2H])[2H])[2H])C2=NC(=C(C(=C2[2H])C(C)(C)C)[2H])[2H])C=CC1